methyl-ammonium tristearate C(CCCCCCCCCCCCCCCCC)(=O)[O-].C(CCCCCCCCCCCCCCCCC)(=O)[O-].C(CCCCCCCCCCCCCCCCC)(=O)[O-].C[NH3+].C[NH3+].C[NH3+]